8-chloro-N-(2,2-dimethylcyclopropyl)-7,9-dimethyl-pyrido[3',2':4,5]thieno[3,2-d]pyrimidin-4-amine hydrochloride Cl.ClC1=C(C2=C(SC3=C2N=CN=C3NC3C(C3)(C)C)N=C1C)C